C(#N)C1=CC=C(C=C1)[C@@H](CN[C@H](C(=O)NC1=CC2=C(NC(N2C)=C=O)C=C1)C1=CC=CC=C1)C (S)-2-(((S)-2-(4-cyanophenyl)propyl)amino)-N-(3-methyl-2-carbonyl-2,3-dihydro-1H-benzo[d]imidazol-5-yl)-2-phenylacetamide